(R)-methyl-6-((3,4-dichlorophenyl)sulfonyl)-1-(3,4-difluorophenyl)-4,4a,5,6,7,8-hexahydro-1H-pyrazolo[3,4-g]isoquinoline-4a-carboxylate COC(=O)[C@@]12CC3=C(C=C2CCN(C1)S(=O)(=O)C1=CC(=C(C=C1)Cl)Cl)N(N=C3)C3=CC(=C(C=C3)F)F